7-bromo-4,6-dichloro-2-ethylsulfanyl-8-fluoro-quinazoline BrC1=C(C=C2C(=NC(=NC2=C1F)SCC)Cl)Cl